2-amino-5-bromo-N-methoxy-N-methyl-benzamide NC1=C(C(=O)N(C)OC)C=C(C=C1)Br